ClC=1C=CC(=C(C1)C1=NN2C(=NC=3C=CC=CC3C2=N1)NC=1C(N=CC=CC1)=O)OC(F)(F)F (3R)-3-({2-[5-chloro-2-(trifluoromethoxy)phenyl][1,2,4]triazolo[1,5-c]quinazolin-5-yl}amino)azepin-2-one